8-(4-(difluoromethoxy)phenyl)-6-(4-methoxyphenyl)-2-(methylsulfonyl)pyrido[2,3-d]pyrimidin-7(8H)-one FC(OC1=CC=C(C=C1)N1C(C(=CC2=C1N=C(N=C2)S(=O)(=O)C)C2=CC=C(C=C2)OC)=O)F